ClC1=C(C(NC(=C1C)C)=O)C(=O)OCC ethyl 4-chloro-5,6-dimethyl-2-oxo-1H-pyridine-3-carboxylate